2,N-dicyclohexyl-2-[2-(4-[1,2,3]thiadiazol-4-yl-phenyl)-benzimidazol-1-yl]-acetamide hydrogen chloride Cl.C1(CCCCC1)C(C(=O)NC1CCCCC1)N1C(=NC2=C1C=CC=C2)C2=CC=C(C=C2)C=2N=NSC2